OC=1C=CC(=C2C=CC=NC12)CC1=C2C=CC=NC2=C(C=C1)O 5-[(8-Hydroxyquinolin-5-yl)methyl]quinolin-8-ol